behenyl imidazolinecarboxylate N1(C=NCC1)C(=O)OCCCCCCCCCCCCCCCCCCCCCC